(4,5-difluoro-1-oxo-isoindolin-2-yl)piperidine-2,6-dione FC1=C2CN(C(C2=CC=C1F)=O)N1C(CCCC1=O)=O